FC(C1=NNC=2CCC(CC12)=O)(F)F 3-(trifluoro-methyl)-1,4,6,7-tetra-hydroindazol-5-one